(E)-N-hydroxy-3-(2-(2-oxo-4-(4-(trifluoromethyl)benzoyl)piperazin-1-yl)phenyl)acrylamide ONC(\C=C\C1=C(C=CC=C1)N1C(CN(CC1)C(C1=CC=C(C=C1)C(F)(F)F)=O)=O)=O